(+)-p-methoxymethylbenzylamine COCC1=CC=C(CN)C=C1